3-Benzyloxy-5-bromo-quinoline-2-carbonyl chloride C(C1=CC=CC=C1)OC=1C(=NC2=CC=CC(=C2C1)Br)C(=O)Cl